C(C1=CC=CC=C1)C1=CC2=C([C@@]3(CCN([C@@H]3CC2)C(=O)OCCCC)S(=O)(=O)C2=CC=C(C=C2)F)C=C1 butyl (3aR,9bR)-7-benzyl-9b-(4-fluorobenzenesulfonyl)-1H,2H,3H,3aH,4H,5H,9bH-benzo[e]indole-3-carboxylate